NC1=NC=2C=CC(=CC2C2=C1C=NN2C)C(=O)N(N(C(=O)C=2OC=CN2)C)CC2=CC=C(C=C2)C(F)(F)F N'-(4-amino-1-methyl-1H-pyrazolo[4,3-c]quinoline-8-carbonyl)-N-methyl-N'-(4-(trifluoromethyl)benzyl)oxazole-2-carbohydrazide